3β-arachidylamido-7α,12c-dihydroxy-5β-cholan-24-oic acid C(CCCCCCCCCCCCCCCCCCC)(=O)N[C@@H]1C[C@H]2C[C@H]([C@H]3[C@@H]4CC[C@H]([C@@H](CCC(=O)O)C)[C@]4(C(C[C@@H]3[C@]2(CC1)C)O)C)O